6-[(7S)-2-[3-(4-{2H,3H,4H-Pyrido[4,3-b][1,4]oxazin-5-yl}phenyl)-1H-pyrazolo[3,4-b]pyridin-5-yl]-6,7,8,9-tetrahydro-5H-benzo[7]annulen-7-yl]-3-oxa-6-azabicyclo[3.1.1]heptane O1C2=C(NCC1)C(=NC=C2)C2=CC=C(C=C2)C2=NNC1=NC=C(C=C12)C=1C=CC2=C(CC[C@H](CC2)N2C3COCC2C3)C1